tert-Butyl (6S,9R)-1,1-dimethyl-3-oxohexahydro-1H,3H-6,9-epiminooxazolo[3,4-a]azepine-10-carboxylate CC1(OC(N2C1[C@H]1CC[C@@H](C2)N1C(=O)OC(C)(C)C)=O)C